3-((7-(6-chloro-4-methyl-3-(piperidin-3-yloxy)pyridin-2-yl)thieno[3,2-b]pyridin-2-yl)methyl)-6,6-dimethyl-3-azabicyclo[3.1.0]hexane-2,4-dione ClC1=CC(=C(C(=N1)C1=C2C(=NC=C1)C=C(S2)CN2C(C1C(C1C2=O)(C)C)=O)OC2CNCCC2)C